3-(4-amino-5-methylpyrrolo[2,1-f][1,2,4]triazin-7-yl)-6-((3S,4R)-4-fluoro-1-((R)-3,3,3-trifluoro-2-hydroxy-2-methylpropionyl)pyrrolidin-3-yl)-7,8-dihydro-1,6-naphthyridin NC1=NC=NN2C1=C(C=C2C=2C=NC=1CCN(CC1C2)[C@H]2CN(C[C@H]2F)C([C@@](C(F)(F)F)(C)O)=O)C